FC1=C(CN(S(=O)(=O)C)C2=CC=C(C=C2)C(F)(F)F)C=CC(=C1)C(=O)NN N-(2-fluoro-4-(hydrazinecarbonyl)benzyl)-N-(4-(trifluoromethyl)phenyl)methanesulfonamide